N1C=NC=C1C#CC=1C(=NC=CC1OC(C)C)C1=C2CCCN(C2=NC(=C1)C=O)C(=O)N 5-(((1H-imidazol-5-yl)ethynyl)-4-isopropoxypyridin-2-yl)-7-formyl-3,4-dihydro-1,8-naphthyridine-1(2H)-carboxamide